amidino-O-methyl-isourea C(N)(=N)NC(OC)=N